C(C=C)(=O)OC1=C(C=CC(=C1)C(=O)O)C1=CC=CC=C1 acryloyloxybiphenyl-4-carboxylic acid